N1(C=NC=C1)CCOC1=NN2C(C(=N1)N(CC1=CC=C(C=C1)OC)CC1=CC=C(C=C1)OC)=NC=C2Br (2-(1H-imidazol-1-yl)ethoxy)-7-bromo-N,N-bis(4-methoxybenzyl)imidazo[2,1-f][1,2,4]triazin-4-amine